6-fluoropyridineformanilide FC1=CC=CC(=N1)C(=O)NC1=CC=CC=C1